6-methoxy-7-(3-(pyrrolidin-1-yl)propoxy)-N-(tetrahydro-2H-pyran-4-yl)-2-(1H-1,2,4-triazol-1-yl)quinazolin-4-amine COC=1C=C2C(=NC(=NC2=CC1OCCCN1CCCC1)N1N=CN=C1)NC1CCOCC1